eicosyl-succinic anhydride C(CCCCCCCCCCCCCCCCCCC)C1C(=O)OC(C1)=O